benzyl (2S)-2-[(tert-butoxycarbonyl)amino]-4-(difluoromethoxy)butanoate C(C)(C)(C)OC(=O)N[C@H](C(=O)OCC1=CC=CC=C1)CCOC(F)F